N-[6-[4-(2-amino-2-oxo-ethyl)piperazin-1-yl]-2,2-dimethyl-3H-furo[2,3-b]pyridin-5-yl]pyrazolo[1,5-a]pyrimidine-3-carboxamide NC(CN1CCN(CC1)C1=C(C=C2C(=N1)OC(C2)(C)C)NC(=O)C=2C=NN1C2N=CC=C1)=O